4-sulfanilamide S(=O)(C1=CC=C(C=C1)N)(=O)N